trimethoxyphenylphosphine COC1=C(C(=C(C=C1)P)OC)OC